2-[(4-{4,7-Diazaspiro[2.5]octan-7-yl}phenyl)amino]-8-phenyl-5-[2-(triisopropylsilyl)ethynyl]pyrido[2,3-d]pyrimidin-7-one C1CC12NCCN(C2)C2=CC=C(C=C2)NC=2N=CC1=C(N2)N(C(C=C1C#C[Si](C(C)C)(C(C)C)C(C)C)=O)C1=CC=CC=C1